CN(C(O)=O)S(NC1=CC(=CC=C1)C1=NN(C(C2=CC=CC=C12)=O)C1=C(C=C(C=C1)F)F)(=O)=O.C(CCC)N(CCO)CCO N-(butyl)Diethanolamine methyl-(N-(3-(3-(2,4-difluorophenyl)-4-oxo-3,4-dihydrophthalazin-1-yl)phenyl)sulfamoyl)carbamate